4'-O-(4-nitrobenzoyl)-quercetin [N+](=O)([O-])C1=CC=C(C(=O)OC2=C(C=C(C=3OC=4C=C(C=C(C4C(C3O)=O)O)O)C=C2)O)C=C1